(2S)-2-({[(9H-fluoren-9-yl)methoxy]carbonyl}amino)-6-(N-methyl-4-phenylbutanamido)hexanoic acid C1=CC=CC=2C3=CC=CC=C3C(C12)COC(=O)N[C@H](C(=O)O)CCCCN(C(CCCC1=CC=CC=C1)=O)C